2-fluorobenzoic acid 2-morpholinoethyl ester O1CCN(CC1)CCOC(C1=C(C=CC=C1)F)=O